(L)-pyroglutamic acid N1[C@@H](CCC1=O)C(=O)O